N-(4-(2-(7,8-Dimethyl-[1,2,4]triazolo[1,5-a]pyridin-6-yl)-3-isopropyl-1H-indol-5-yl)cyclohexyl)-2-(dimethylamino)acetamid CC1=C(C=2N(C=C1C=1NC3=CC=C(C=C3C1C(C)C)C1CCC(CC1)NC(CN(C)C)=O)N=CN2)C